5-hydrazino-2-[(2,6-difluorophenyl)oxy]-4-methylpyridine hydrochloride Cl.N(N)C=1C(=CC(=NC1)OC1=C(C=CC=C1F)F)C